ClC1=C(OC(C(=O)OCC)(C)C)C=CC(=C1)CN1N=CN(C1=O)C1=CC=C(C=C1)OC(F)(F)F Ethyl 2-(2-chloro-4-((5-oxo-4-(4-(trifluoromethoxy) phenyl)-4,5-dihydro-1H-1,2,4-triazol-1-yl)methyl)phenoxy)-2-methylpropionate